5-(4-fluorophenylmethyl)-N-((7S,7aS,8aR)-5-methyl-6-oxo-5,6,7,7a,8,8a-hexahydrocyclopropa[d]pyrazino[2,3-b]azepin-7-yl)-1,3,4-oxadiazole-2-carboxamide FC1=CC=C(C=C1)CC1=NN=C(O1)C(=O)N[C@H]1[C@@H]2[C@H](C3=C(N(C1=O)C)N=CC=N3)C2